C(CCCCCCCCCCCCC)C(C(=S)S)(CCCC)CCCCCCCCCCCCCC di-n-tetradecyl-dithiocaproic acid